methyl 2-((4-ethoxy-3-(5-methyl-4-oxo-7-propyl-3,4-dihydroimidazo[5,1-f][1,2,4]triazin-2-yl)phenyl)amino)-2-methylpropanoate C(C)OC1=C(C=C(C=C1)NC(C(=O)OC)(C)C)C1=NN2C(C(N1)=O)=C(N=C2CCC)C